NC1=C(C=CC=C1)NC(CCCCCNC(=O)C1=CC(=NN1)C1=CC=C(C=C1)NC1=CC=CC=C1)=O N-{6-[(2-Aminophenyl)amino]-6-oxohexyl}-3-[4-(phenylamino)phenyl]-1H-pyrazole-5-carboxamide